C(#N)C1=NC=C(C(=C1)C1=CC=2N(C=C1)N=C(C2)NC(=O)C2CC2)OC[C@H]2CNCCO2 N-[5-[2-cyano-5-[[(2R)-morpholin-2-yl]methoxy]-4-pyridyl]pyrazolo[1,5-a]pyridin-2-yl]cyclopropanecarboxamide